IC1=CC=C(C=C1)C#C[Si](C)(C)C [2-(4-iodophenyl)ethynyl]trimethylsilane